N-[5-(3-hydroxycyclopentyl)pyrimidin-2-yl]carbamate OC1CC(CC1)C=1C=NC(=NC1)NC([O-])=O